C(C)(=O)OC(C(=O)NCC1=CC=CC=C1)[C@H](C[C@H]1C(NCC1)=O)NC(C(CC1CC1)N1C(C(=CC=C1)NC(=O)OC(C)(C)C)=O)=O (3S)-1-(benzylamino)-3-(2-(3-((tert-butoxycarbonyl)amino)-2-oxopyridin-1(2H)-yl)-3-cyclopropylpropanamido)-1-oxo-4-((S)-2-oxopyrrolidin-3-yl)butan-2-yl acetate